4-(2-Hydroxypropan-2-yl)-N'-((2-(2,2,2-trifluoroethyl)-6,7-dihydro-5H-cyclopenta[b]pyridin-4-yl)carbamoyl)thiophene-2-sulfonimidamide OC(C)(C)C=1C=C(SC1)S(=O)(N)=NC(NC1=C2C(=NC(=C1)CC(F)(F)F)CCC2)=O